COC1=CC=C(OC2=CC=CC(=N2)S(=O)(=O)NC(=O)C=2C(=NC=CC2)N2C(CC(C2)C)(C)C)C=C1 N-[[6-(4-Methoxyphenoxy)-2-pyridyl]sulfonyl]-2-(2,2,4-trimethylpyrrolidin-1-yl)pyridin-3-carboxamid